C(C1=CC=CC=C1)OC[C@H]1N([C@@H](CC1)C#N)C(=O)OC(C)(C)C tert-butyl (2S,5S)-2-(benzyloxymethyl)-5-cyano-pyrrolidine-1-carboxylate